C1CCC2=C(C=CC=C12)C1=C(C=C2C(=N1)C(=NN2)C=2C=NN(C2)C2CN(C2)C(CCN(C)C)=O)OC (3-(4-(5-(2,3-Dihydro-1H-inden-4-yl)-6-methoxy-1H-pyrazolo[4,3-b]pyridin-3-yl)-1H-pyrazol-1-yl)azetidin-1-yl)-3-(dimethylamino)propan-1-one